FC=1C=C(CN(C2=CC=C(C#N)C=C2)CCC=O)C=CC1OC 4-((3-fluoro-4-methoxybenzyl)(3-oxopropyl)amino)benzonitrile